2-ethyl-2-(hydroxymethyl)tetrahydrofuran-3-ol C(C)C1(OCCC1O)CO